8-(2-fluorobenzyl)-[1,2,4]triazolo[1,5-a]pyrazine-6-carbonitrile FC1=C(CC=2C=3N(C=C(N2)C#N)N=CN3)C=CC=C1